ornithine, palmitoyl ester N[C@@H](CCCN)C(=O)OC(CCCCCCCCCCCCCCC)=O